N-myristyl-N-methyl-β-alaninate C(CCCCCCCCCCCCC)N(CCC(=O)[O-])C